tert-butyl (S)-(1-((3-fluoro-4-(6-methyl-7-oxo-6,7-dihydro-1H-pyrazolo[3,4-c]pyridin-4-yl)phenyl)amino)-1-oxo-3,3-diphenylpropan-2-yl)carbamate FC=1C=C(C=CC1C=1C2=C(C(N(C1)C)=O)NN=C2)NC([C@H](C(C2=CC=CC=C2)C2=CC=CC=C2)NC(OC(C)(C)C)=O)=O